ClC1=CC=C2CCCC(C2=C1)C(=O)[O-] 7-chloro-1,2,3,4-tetrahydronaphthalene-1-carboxylate